NS(=NC(CC1=C(C=C(C=C1C(C)C)COC)C(C)C)=O)(=O)C1=CN=C(S1)C(C)(C)O N-(amino(2-(2-hydroxypropan-2-yl)thiazol-5-yl)(oxo)-λ6-sulfaneylidene)-2-(2,6-diisopropyl-4-(methoxymethyl)phenyl)acetamide